N-(1-(5-bromo-3-chloropyridin-2-yl)azetidin-3-yl)-2-(trifluoromethyl)nicotinamide BrC=1C=C(C(=NC1)N1CC(C1)NC(C1=C(N=CC=C1)C(F)(F)F)=O)Cl